CC=1N(C(C=C(C1)N1CC(CC1)(C1=CC=CC=C1)C)=O)CC=O 2-[2-methyl-4-(3-methyl-3-phenyl-pyrrolidin-1-yl)-6-oxo-1-pyridyl]acetaldehyde